2,2-difluoro-2-(2-(2-hydroxyethoxy)phenyl)acetic acid FC(C(=O)O)(C1=C(C=CC=C1)OCCO)F